CN1C(NC2=C1C=CC=C2)=O methyl-2-oxo-2,3-dihydro-1H-benzo[d]imidazol